CON=C(C#CC=1SC=CC1)C1=CC=CC=C1 1-phenyl-3-(2-thienyl)-2-propyne-1-one O-methyl oxime